FS(=N)F.[Cs] cesium difluorosulfimide salt